BrC1=C2C(=CN=C1NC1CCC3(C(NC(N3)=O)=O)CC1)OC(=C2)C#N 4-bromo-5-(((5s,8s)-2,4-dioxo-1,3-diazaspiro[4.5]decan-8-yl)amino)furo[2,3-c]pyridine-2-carbonitrile